C(C)(C)(C)OC(=O)N1C=CC2=C(C(=CC(=C12)C)OC)Br.ClC1=C2C(=NC=C1C=1C=C(C=CC1)N1C(CN(CC1)C(COC1CCNCC1)C)=O)NC=C2C2CC2 1-(3-(4-chloro-3-cyclopropyl-1H-pyrrolo[2,3-b]pyridin-5-yl)phenyl)-4-(1-(piperidin-4-yloxy)propan-2-yl)piperazin-2-one tert-butyl-4-bromo-5-methoxy-7-methyl-1H-indole-1-carboxylate